3-(3-bromophenyl)-9-phenylcarbazole BrC=1C=C(C=CC1)C=1C=CC=2N(C3=CC=CC=C3C2C1)C1=CC=CC=C1